6-chloro-N-(2-(methylthio)phenyl)pyrimidin-4-amine ClC1=CC(=NC=N1)NC1=C(C=CC=C1)SC